tert-butyl (tert-butoxycarbonyl)(3-(3-(4-cyanophenyl)isoxazol-5-yl)-5-(1,1-dioxo-2,3-dihydrobenzothiophen-5-yl)pyrazin-2-yl)carbamate C(C)(C)(C)OC(=O)N(C(OC(C)(C)C)=O)C1=NC=C(N=C1C1=CC(=NO1)C1=CC=C(C=C1)C#N)C=1C=CC2=C(CCS2(=O)=O)C1